(1'-amino-2-cyclohexyl-ethyl)oxirane ethyl-4-(2-{4-[(5-chloro-3-fluoropyridin-2-yl)oxy]-3-fluorophenyl}-5-methyl-1,2,3-triazol-4-yl)-3-oxobutanoate C(C)OC(CC(CC1=NN(N=C1C)C1=CC(=C(C=C1)OC1=NC=C(C=C1F)Cl)F)=O)=O.NC(CC1CCCCC1)C1OC1